4-(3,8-Diazabicyclo[3.2.1]oct-3-yl)-6-(6-methylpyridazin-4-yl)pyrrolo[1,2-b]pyridazine hydrochloride Cl.C12CN(CC(CC1)N2)C=2C=1N(N=CC2)C=C(C1)C1=CN=NC(=C1)C